[N+](=O)([O-])C=1C=C2C=NNC2=CC1 5-nitroindazole